tert-butyl 4-{[(2R)-2-[2-(dimethylamino)-4-(methoxycarbonyl)phenyl]piperidin-1-yl]methyl}-5-methoxy-7-methylindole-1-carboxylate CN(C1=C(C=CC(=C1)C(=O)OC)[C@@H]1N(CCCC1)CC1=C2C=CN(C2=C(C=C1OC)C)C(=O)OC(C)(C)C)C